4-[2-cyano-5-(2-methylpropan-1-enyl)phenyl]-3,6-dihydro-2H-pyridine-1-carboxylic acid tert-butyl ester C(C)(C)(C)OC(=O)N1CCC(=CC1)C1=C(C=CC(=C1)C=C(C)C)C#N